ClC=1C=CC(=C(C1)C1=C2C(=NC=C1)C(=CS2)C(=O)O)OCCN2C(=NC1=C(C2=O)C(=C(N=C1)N1CCN(CC1)CCF)C#N)C 7-(5-chloro-2-(2-(5-cyano-6-(4-(2-fluoroethyl)piperazin-1-yl)-2-methyl-4-oxopyrido[3,4-d]pyrimidin-3(4H)-yl)ethoxy)phenyl)thieno[3,2-b]pyridine-3-carboxylic acid